Tert-butyl 4-[3-(2,4-dioxo-1,3-diazinan-1-yl)-1-methylindazol-6-yl]-3-methyl-3,6-dihydro-2H-pyridine-1-carboxylate O=C1N(CCC(N1)=O)C1=NN(C2=CC(=CC=C12)C=1C(CN(CC1)C(=O)OC(C)(C)C)C)C